6-[4-amino-5-(trifluoromethyl)pyrimidin-2-yl]-7-fluoro-2-[[(1R,3S)-3-[[6-oxo-5-(trifluoromethyl)-1H-pyridazin-4-yl]amino]cyclohexyl]methyl]isoquinolin-1-one NC1=NC(=NC=C1C(F)(F)F)C=1C=C2C=CN(C(C2=CC1F)=O)C[C@H]1C[C@H](CCC1)NC=1C=NNC(C1C(F)(F)F)=O